4-(4-(4-fluoro-3-methylphenyl)-7-hydroxy-3-isopropylisoquinolin-1-yl)benzoic acid FC1=C(C=C(C=C1)C1=C(N=C(C2=CC(=CC=C12)O)C1=CC=C(C(=O)O)C=C1)C(C)C)C